1-((1R,4R)-5-(4-((3-chloro-2-fluorophenyl)amino)pyrido[3,2-d]pyrimidin-6-yl)-2,5-diazabicyclo[2.2.2]octan-2-yl)prop-2-en-1-one ClC=1C(=C(C=CC1)NC=1C2=C(N=CN1)C=CC(=N2)N2[C@H]1CN([C@@H](C2)CC1)C(C=C)=O)F